COC=1C=C2C(=NC=NC2=CC1OC)OC1=CC2=C(C(=C(O2)C)C(=O)NC)C=C1 6-(6,7-dimethoxyquinazolin-4-yl)oxy-N,2-dimethyl-1-benzofuran-3-carboxamide